D-7-bromo-8-fluoro-6-(trifluoromethyl)quinazoline-2,4-diol BrC1=C(C=C2C(=NC(=NC2=C1F)O)O)C(F)(F)F